4-ETHYL-4-FORMYLHEXANENITRILE C(C)C(CCC#N)(CC)C=O